4-((4,6-bis(octylthio)-1,3,5-triazin-2-yl)amino)-2,6-di-tert-butyl-phenol C(CCCCCCC)SC1=NC(=NC(=N1)SCCCCCCCC)NC1=CC(=C(C(=C1)C(C)(C)C)O)C(C)(C)C